C(C)OC(C1=CN=C(C=C1)C(C#N)C(=O)OC(C)(C)C)=O 6-(tert-butoxycarbonylcyanomethyl)nicotinic acid ethyl ester